2-methoxy-5-(3,4,5-trimethoxyphenethyl)aniline COC1=C(N)C=C(C=C1)CCC1=CC(=C(C(=C1)OC)OC)OC